2-methyl-5-(2-methyl-4-(6-(trifluoromethyl)quinazolin-2-yl)phenyl)-6,7-dihydropyrazolo[1,5-a]pyrazin-4(5H)-one CC1=NN2C(C(N(CC2)C2=C(C=C(C=C2)C2=NC3=CC=C(C=C3C=N2)C(F)(F)F)C)=O)=C1